CN1CC2=CC(=CC(=C2CC1)C)C=1N=C(C(=NC1)N)OCC1=C(C=NC=C1)OC1CCOCC1 5-(2,5-dimethyl-1,2,3,4-tetrahydroisoquinolin-7-yl)-3-((3-((tetrahydro-2H-pyrane-4-yl)oxy)pyridin-4-yl)methoxy)pyrazin-2-amine